3-hydroxyisobutyryl-CoA OCC(C(=O)SCCNC(CCNC([C@@H](C(COP(OP(OC[C@@H]1[C@H]([C@H]([C@@H](O1)N1C=NC=2C(N)=NC=NC12)O)OP(=O)(O)O)(=O)O)(=O)O)(C)C)O)=O)=O)C